N-Boc-N-benzyl-glycine C(=O)(OC(C)(C)C)N(CC(=O)O)CC1=CC=CC=C1